C(C=C)NC1=NC=C(C=N1)B(O)O [2-(ALLYLAMINO)PYRIMIDIN-5-YL]BORONIC ACID